The molecule is a tertiary amine that is N-methyl-1-naphthalenemethylamine in which the amino hydrogen is replaced by a 3-(tertbutylethynyl)allyl group. An antifungal agent administered orally (generally as the hydrochloride salt) for the treatment of skin and nail infections. It has a role as an EC 1.14.13.132 (squalene monooxygenase) inhibitor, a P450 inhibitor and a sterol biosynthesis inhibitor. It is a tertiary amine, an acetylenic compound, a member of naphthalenes, an enyne and an allylamine antifungal drug. It is a conjugate base of a terbinafine(1+). CC(C)(C)C#C/C=C/CN(C)CC1=CC=CC2=CC=CC=C21